CC=1C=CC(=NC1)N1CCN(CCC1)C1CCNCC1 1-(5-Methylpyridin-2-yl)-4-(piperidin-4-yl)-1,4-diazepane